NC=1C=C(C=C(C1)C(F)(F)F)[C@@H](C)NC(=O)C1=NN(C(C=C1NC)=O)C1=C(C=CC=C1)F N-[(1R)-1-[3-amino-5-(trifluoromethyl)phenyl]ethyl]-1-(2-fluorophenyl)-4-(methylamino)-6-oxo-pyridazine-3-carboxamide